[7-[[6-(difluoromethoxy)-3-pyridyl]methyl]-2-azaspiro[3.5]nonan-2-yl]-[6-(5-fluoro-3-pyridyl)-2-azaspiro[3.3]heptan-2-yl]methanone FC(OC1=CC=C(C=N1)CC1CCC2(CN(C2)C(=O)N2CC3(C2)CC(C3)C=3C=NC=C(C3)F)CC1)F